4-bromo-6-nitro-1-(tetrahydro-2H-pyran-2-yl)-1H-indazole BrC1=C2C=NN(C2=CC(=C1)[N+](=O)[O-])C1OCCCC1